FCCNC1CCN(CC1)C1=NC(=CC=C1C#CC=1C=NN(C1)C1CCOCC1)N1N=CC=2C(=NC(=CC21)C=2C=NC=CC2OC)C N-(2-Fluoroethyl)-1-(6-(6-(4-methoxypyridin-3-yl)-4-methyl-1H-pyrazolo[4,3-c]pyridin-1-yl)-3-((1-(tetrahydro-2H-pyran-4-yl)-1H-pyrazol-4-yl)ethynyl)pyridin-2-yl)piperidin-4-amine